[N-]=[N+]=[N-].C1(C=CC(C2=CC=CC=C12)=O)=O 4-naphthoquinone azide